CC1=NC=C(C=N1)NC(O[C@H](C)[C@H](C)OC1=CC2=C(N=C(S2)C2=C3N=CC(=NC3=CC(=C2)C#N)OC)C=C1F)=O (2R,3S)-3-((2-(7-cyano-2-methoxyquinoxalin-5-yl)-5-fluorobenzo[d]thiazol-6-yl)oxy)butan-2-yl (2-methylpyrimidin-5-yl)carbamate